5-amino-8-(2,6-dimethyl-4-pyridinyl)-2-[2-(4-fluorophenyl)ethyl]-7-phenyl-[1,2,4]triazolo[4,3-c]pyrimidin-3-one NC1=NC(=C(C=2N1C(N(N2)CCC2=CC=C(C=C2)F)=O)C2=CC(=NC(=C2)C)C)C2=CC=CC=C2